C[N+](CCCCCCCCCCCCCC)(CCCCCCCCCCCCCC)C N,N-dimethyl-N-tetradecyl-1-tetradecanaminium